1-(8-((4-fluoro-2,6-dimethylbenzyl)amino)-2,3-dimethylimidazo[1,2-a]pyridin-6-yl)-3-methylurea hydrochloride Cl.FC1=CC(=C(CNC=2C=3N(C=C(C2)NC(=O)NC)C(=C(N3)C)C)C(=C1)C)C